C(C)(C)(C)OC(NC=1C=C(C=C2C=C(N=CC12)NC(NC(C)C)=O)N1C(OC[C@H]1C)=O)=O |r| (±)-N-[3-(isopropylcarbamoylamino)-6-(4-methyl-2-oxo-oxazolidin-3-yl)-8-isoquinolinyl]carbamic acid tert-butyl ester